2-[2-(pyrazin-2-yl)-1,3-thiazol-4-yl]acetic acid N1=C(C=NC=C1)C=1SC=C(N1)CC(=O)O